ethyl 2-(3-(2-methoxy-3-(methoxycarbonyl) phenyl) ureido)-4-methylthiophene-3-carboxylate COC1=C(C=CC=C1C(=O)OC)NC(NC=1SC=C(C1C(=O)OCC)C)=O